2-(tert-butoxycarbonylamino)-4-[4-(5,6,7,8-tetrahydro-1,8-naphthyridin-2-yl)butyl-thiazol-2-yl-amino]butanoic acid C(C)(C)(C)OC(=O)NC(C(=O)O)CCN(C=1SC=CN1)CCCCC1=NC=2NCCCC2C=C1